(3-(2-((2-chloro-1H-imidazole-1-yl)methyl)pyrimidin-5-yl)-5-isobutylthiophene-2-yl)sulfonylcarbamic acid butyl ester C(CCC)OC(NS(=O)(=O)C=1SC(=CC1C=1C=NC(=NC1)CN1C(=NC=C1)Cl)CC(C)C)=O